ClC1=CC=C(C=C1)[C@H](NC(=O)[C@H]1NC(NC1)=O)C1=NC=C(C(=C1)C(F)(F)F)F (S)-N-((S)-(4-chlorophenyl)(5-fluoro-4-(trifluoromethyl)pyridin-2-yl)methyl)-2-oxo-imidazolidine-4-carboxamide